NC1=C2C(=NC=N1)N(N=C2C2=CC=C(C=C2)CNC(C2=C(C=CC(=C2)F)OC)=O)C(CCCN(C(=O)N2N=CN=C2)C)N(C)C N-(4-(4-amino-3-(4-((5-fluoro-2-methoxybenzamido)methyl)phenyl)-1H-pyrazolo[3,4-d]pyrimidin-1-yl)-4-(dimethyl-amino)butyl)-N-methyl-1H-1,2,4-triazole-1-carboxamide